C1(=CC=CC=C1)SC1CC1 cyclopropyl (phenyl) thioether